(S)-4-((R)-3-Aminopyrrolidin-1-yl)-8-isopropyl-6,7,8,9-tetrahydropyrimido[5,4-b][1,4]oxazepin-2-amine ditrifluoroacetic acid salt FC(C(=O)O)(F)F.FC(C(=O)O)(F)F.N[C@H]1CN(CC1)C1=NC(=NC2=C1OCC[C@H](N2)C(C)C)N